vinyl-propynal C(=C)C#CC=O